CC1C2C3=C(C4=CC=C(C=C4C(=C3C(C1)C2)OC(C(=C)C)=O)C)OC(C(=C)C)=O 2,6-dimethyl-9,10-dimethacryloyloxy-1,2,3,4-tetrahydro-1,4-methanoanthracene